ClC=1C=C(C=CC1N1C(N(C=C1)C)=O)C1=C(C(=CC(=C1)F)C1=CC(=NC=C1)N1CC2CN(C2C1)C)O 1-(3-chloro-5'-fluoro-2'-hydroxy-3'-(2-(6-methyl-3,6-diazabicyclo[3.2.0]heptan-3-yl)pyridin-4-yl)-[1,1'-biphenyl]-4-yl)-3-methyl-1H-imidazol-2(3H)-one